C(C=C)N(CCC(=C)C1=CC=CC=C1)CC=C 1-di-2-propenylamino-3-phenylbut-3-ene